6-Chloro-3-((4-hydroxy-1-((R)-4,4,4-trifluoro-3-phenylbutanoyl)piperidin-4-yl)methyl)-7-(4-((S)-morpholin-3-yl)-3-(trifluoromethyl)phenyl)-3,7-dihydro-4H-pyrrolo[2,3-d]pyrimidin-4-one ClC1=CC2=C(N=CN(C2=O)CC2(CCN(CC2)C(C[C@@H](C(F)(F)F)C2=CC=CC=C2)=O)O)N1C1=CC(=C(C=C1)[C@@H]1NCCOC1)C(F)(F)F